2-methoxy-6-(6-methoxy-4-(pyridin-2-ylmethoxy)pyrazolo[1,5-a]pyridin-2-yl)imidazo[2,1-b][1,3,4]thiadiazole COC1=NN2C(S1)=NC(=C2)C2=NN1C(C(=CC(=C1)OC)OCC1=NC=CC=C1)=C2